CC(COC=1C=C(C(=O)O)C=CC1)=C 3-((2-methylallyl)oxy)benzoic acid